Morpholine-Carbamate N1(CCOCC1)NC(=O)[O-]